CN(C=1C=C(C(=O)NC=2C=NC(=C(C2)C=2C=NC3=CC(=NC=C3C2)NC)C)C=CC1)C 3-(Dimethylamino)-N-(6-methyl-5-(7-(methylamino)-1,6-naphthyridin-3-yl)pyridin-3-yl)benzamide